C(C)(C)(C)OC(=O)NC=1C=CC2=C(C=CC=C2C1)C#C[Si](C(C)C)(C(C)C)C(C)C 3-((t-butoxycarbonyl)amino)-8-((triisopropylsilyl)ethynyl)naphthalen